C(C)(C)(C)OC(=O)N1C[C@@H]2NCC[C@@H]2C1.OCCC1=NC(=NC=N1)N 2-hydroxy-ethyl-amino-s-triazine tert-butyl-(3aR,6aR)-hexahydropyrrolo[3,4-b]pyrrole-5(1H)-carboxylate